dimethyltaurin ammonium [NH4+].CN(CCS(=O)(=O)O)C